C12CNCC(CC1)N2C=2N=CC1=C(N2)CCN(C1)C(CC1CCCC1)=O 1-(2-(3,8-diazabicyclo[3.2.1]octan-8-yl)-7,8-dihydropyrido[4,3-d]pyrimidin-6(5H)-yl)-2-cyclopentylethan-1-one